4-(4-{[(1R)-1-[3-(difluoro-methyl)-2-fluorophenyl]ethyl]amino}-8-methyl-7-oxo-7h,8h-pyrido[2,3-d]pyrimidin-6-yl)-4-methoxy-1λ6-thiane-1,1-dione FC(C=1C(=C(C=CC1)[C@@H](C)NC=1C2=C(N=CN1)N(C(C(=C2)C2(CCS(CC2)(=O)=O)OC)=O)C)F)F